methyl-[6-(6-phenyl-pyridin-3-yl)-pyridazin-3-yl]-(2,2,6,6-tetramethyl-piperidin-4-yl)-amine CN(C1CC(NC(C1)(C)C)(C)C)C=1N=NC(=CC1)C=1C=NC(=CC1)C1=CC=CC=C1